CC1CN(C2=CC=CC=C12)C(=O)[O-] 3-methylindoline-1-carboxylate